NC=1N(N=C2C3=C(C(=CC12)NC(C1=CC(=CC(=C1)F)C(F)(F)F)=O)C(NC3=O)(O)C3=C(C=CC(=C3)F)Cl)C N-[3-amino-6-(2-chloro-5-fluorophenyl)-6-hydroxy-2-methyl-8-oxo-7,8-dihydro-6H-pyrrolo[4,3-g]indazol-5-yl]-5-fluoro-3-(trifluoromethyl)benzamide